(2S,4R)-5-Biphenyl-4-yl-4-t-butoxycarbonylamino-2-hydroxymethyl-2-methylpentanoic Acid C1(=CC=C(C=C1)C[C@H](C[C@@](C(=O)O)(C)CO)NC(=O)OC(C)(C)C)C1=CC=CC=C1